C=O carbonyl dihydride